tert-butyl 6-(5-cyclopropyl-1H-1,2,4-triazol-1-yl)-2-azaspiro[3.3]heptane-2-carboxylate C1(CC1)C1=NC=NN1C1CC2(CN(C2)C(=O)OC(C)(C)C)C1